1-(BUT-3-YN-1-YL)PIPERIDINE-2-CARBALDEHYDE C(CC#C)N1C(CCCC1)C=O